fluoroisochromane FC1OCCC2=CC=CC=C12